FC(C(=O)O)(F)F.N=1C=NN2C1CNCC2 5,6,7,8-tetrahydro-[1,2,4]triazolo[1,5-a]pyrazine trifluoroacetate